3-(1H-indole-3-carboxamido)isonicotinic acid methyl ester COC(C1=C(C=NC=C1)NC(=O)C1=CNC2=CC=CC=C12)=O